2-((6-((3-chlorobenzyl)amino)-2-(prop-1-yn-1-yl)-9H-purine-9-yl)methyl)tetrahydrothiophene-3,4-diol ClC=1C=C(CNC2=C3N=CN(C3=NC(=N2)C#CC)CC2SCC(C2O)O)C=CC1